ClC=1C(=C(C=C2C=C(N=CC12)NC(=O)OC1CCOCC1)C1=C(C2=C(OCCN2C(=O)OC(C)(C)C)N=C1)C)F tert-Butyl 7-[8-chloro-7-fluoro-3-(tetrahydropyran-4-yloxycarbonylamino)-6-isoquinolyl]-8-methyl-2,3-dihydropyrido[2,3-b][1,4]oxazine-1-carboxylate